OC1OC(C2=CC=CC=C12)=O 3-hydroxyisobenzofuran-1(3H)-one